CC1=C(C=CC=C1C=1OC2=C(N1)C=C(C(=C2)SC)CN2[C@@H](CCC2)C(=O)O)C2=CC=CC=C2 ((2-(2-methyl-[1,1'-biphenyl]-3-yl)-6-(methylthio)benzo[d]oxazol-5-yl)methyl)-L-proline